C(C)(C)(C)OC(=O)N1C([C@@]2(C3=CC(=CC=C13)OC)[C@@H](C2)C2=CC=C1C(=NN(C1=C2)C(=O)OC(C)(C)C)NC=2C(=NC=C(C2)C=2OC=CN2)OC)=O Tert-butyl 6-((1R,2S)-1'-(tert-butoxycarbonyl)-5'-methoxy-2'-oxospiro[cyclopropane-1,3'-indolin]-2-yl)-3-((2-methoxy-5-(oxazol-2-yl)pyridin-3-yl)amino)-1H-indazole-1-carboxylate